benzyl (2S,4R)-2-(hydroxymethyl)-4-((methylsulfonyl) oxy)pyrrolidine-1-carboxylate OC[C@H]1N(C[C@@H](C1)OS(=O)(=O)C)C(=O)OCC1=CC=CC=C1